C1CC12CCN(CC2)C2=C(C=1CCCC1C(=C2)Br)C(=O)O 5-(6-azaspiro[2.5]oct-6-yl)-7-bromo-2,3-dihydro-1H-indene-4-carboxylic acid